7-bromotetrahydronaphthalen-1-one BrC1=CCC2CCCC(C2=C1)=O